CN1C(C=C(C(=C1)B1OC(C(O1)(C)C)(C)C)C)=O 1,4-dimethyl-5-(4,4,5,5-tetramethyl-1,3,2-dioxaborolan-2-yl)pyridin-2(1H)-one